CC(CCCCCCC\C=C/C(=O)O)C cis-11-methyl-2-dodecenoic acid